CC=1N=C2N(C=C(C=C2C)C=2C=CC(=NC2)C2=CN=C(N=N2)N2CCN(CC2)C)C1 5-(2,8-dimethylimidazo[1,2-a]pyridin-6-yl)-2-[3-(4-methylpiperazin-1-yl)-1,2,4-triazin-6-yl]pyridin